2-(4-(tert-butyl)phenyl)-4,5-dihydro-oxazol-4-ol C(C)(C)(C)C1=CC=C(C=C1)C=1OCC(N1)O